BrC1=C2NCC(NC2=CC(=C1C)C)=O 5-bromo-6,7-dimethyl-3,4-dihydroquinoxalin-2(1H)-one